NC1=NC=C(C(=C1)N1N=CC(=C1C(F)(F)F)C(=O)NC=1C=NC(=C(C1)Cl)N1N=CC=N1)Cl 1-(2-amino-5-chloropyridin-4-yl)-N-(5-chloro-6-(2H-1,2,3-triazol-2-yl)pyridin-3-yl)-5-(trifluoromethyl)-1H-pyrazole-4-carboxamide